[Si](C)(C)(C(C)(C)C)OC(C)(C)C1=CC(=NC(=C1)Cl)C#N 4-(2-((tert-butyldimethylsilyl)oxy)propan-2-yl)-6-chloropyridinecarbonitrile